6-(bromomethyl)-N-(3,3-difluorocyclobutyl)-2-(3,5-dimethyl-1H-pyrazol-1-yl)pyrimidin-4-amine BrCC1=CC(=NC(=N1)N1N=C(C=C1C)C)NC1CC(C1)(F)F